CC=1C=C(C=C2C(NC(=NC12)C=1C=C2C(=NC1)SC=C2)=O)CCN2CCOCCC2 8-methyl-6-(2-[1,4]oxaazepan-4-yl-ethyl)-2-thieno[2,3-b]pyridin-5-yl-3H-quinazolin-4-one